BrC=1C=C2C=CN=C(C2=CC1OC)NC1=CC=C(C=C1)S(=O)(=O)C 6-bromo-7-methoxy-N-(4-methylsulfonylphenyl)isoquinolin-1-amine